FC(OC1=CC=C(CNC2CC2)C=C1)(F)F N-(4-(trifluoromethoxy)benzyl)cyclopropanamine